N1(N=NN=C1)C[C@H](C)OC=1C=C(C=CC1)C=1C=CC=2N(N1)C(=CN2)C=2C(=NC=NC2)C#N 5-[6-(3-{[(2S)-1-(1H-tetrazol-1-yl)propan-2-yl]oxy}phenyl)imidazo[1,2-b]pyridazin-3-yl]pyrimidine-4-carbonitrile